[Cu].[Zn] zinc-copper